O1C=CNCC=C1 4,5-dihydro-1,4-oxazepine